ClC=1C=C(C=C(C1)F)N1C=C(C=2C(C(C(CC12)F)F)O)C(F)(F)F 1-(3-chloro-5-fluorophenyl)-5,6-difluoro-3-(trifluoromethyl)-4,5,6,7-tetrahydro-1H-indol-4-ol